dicyclopentyl-(2,4-dimethoxyphenyl)phosphine C1(CCCC1)P(C1=C(C=C(C=C1)OC)OC)C1CCCC1